8-((3S,4S)-4-(3,4-dihydroisoquinolin-2(1H)-yl)-3-hydroxypiperidine-1-carbonyl)-4-(2,2,2-trifluoroethyl)-1,2,3,4-tetrahydro-5H-benzo[e][1,4]diazepin-5-one C1N(CCC2=CC=CC=C12)[C@@H]1[C@H](CN(CC1)C(=O)C=1C=CC2=C(NCCN(C2=O)CC(F)(F)F)C1)O